3-(2-{6-[(7R)-7-amino-2-azabicyclo[2.2.1]heptane-2-carbonyl]-3-methylpyrazolo[1,5-a]pyridin-2-yl}-1-(cyclopropylmethyl)-1H-pyrrolo[2,3-b]pyridin-6-yl)-2-cresol N[C@H]1C2N(CC1CC2)C(=O)C=2C=CC=1N(C2)N=C(C1C)C1=CC=2C(=NC(=CC2)C2=C(C(=CC=C2)O)C)N1CC1CC1